BrC1=NC=C(C=C1)OCCN1CCCC1 2-bromo-5-(2-pyrrolidin-1-ylethoxy)pyridine